(E)-6-ethyl-3-methyloct-6-en C(C)/C(/CCC(CC)C)=C\C